3-((3-bromophenyl)thio)propanoic acid BrC=1C=C(C=CC1)SCCC(=O)O